CC=1C=2N(C=CC1)C(=CN2)C2=NC=CC1=C2CNC1=O 4-(8-methylimidazo[1,2-a]pyridin-3-yl)-2,3-dihydro-1H-pyrrolo[3,4-c]pyridin-1-one